C(#C)C1=NC=C(C=N1)CC=1C(C2=CC=CC=C2C(C1C)=O)=O 2-[(2-ethynylpyrimidin-5-yl)methyl]-3-methyl-1,4-dihydronaphthalene-1,4-dione